C(CCCCCCC)N1CCN(CC1)C 1-octyl-4-methylpiperazine